20-tetradecyloxy-3,6,7,12,15,18,22-heptaoxahexatricontane-1-thiol C(CCCCCCCCCCCCC)OC(COCCOCCOCCCCOOCCOCCS)COCCCCCCCCCCCCCC